COC1=NC=C(C=N1)C(=O)NC1=NC=2C(=C(C=CC2C=2N1CCN2)OCCCN2CCOCC2)OC 2-methoxy-N-[7-methoxy-8-(3-morpholin-4-ylpropoxy)-2,3-dihydroimidazo[1,2-c]quinazolin-5-yl]pyrimidine-5-carboxamide